1-(N-piperidinyl)-3-methylenepent-4-ene N1(CCCCC1)CCC(C=C)=C